C[C@H]1O[C@H](CN(C1)C1=C2C=CC=NC2=C(C=C1)[N+](=O)[O-])C(=O)NC1CCN(CC1)C (2R,6R)-6-methyl-N-(1-methyl-4-piperidinyl)-4-(8-nitro-5-quinolinyl)morpholine-2-carboxamide